2,4,6-Tricyclohexylbenzenesulfonamide C1(CCCCC1)C1=C(C(=CC(=C1)C1CCCCC1)C1CCCCC1)S(=O)(=O)N